5-(8-fluoro-3-methylimidazo[1,2-a]pyridin-6-yl)-N-((1-methylcyclopropyl)methyl)-7H-pyrrolo[2,3-d]pyrimidin-2-amine FC=1C=2N(C=C(C1)C1=CNC=3N=C(N=CC31)NCC3(CC3)C)C(=CN2)C